NC=1C=C(C=C(C1)C(F)(F)F)[C@@H](C)NC1=NC(=NC2=CC(=C(C=C12)OC[C@H]1N(CC2(CC2)C1)C)OC)C N-((R)-1-(3-amino-5-(trifluoromethyl)phenyl)ethyl)-7-methoxy-2-methyl-6-(((S)-5-Methyl-5-azaspiro[2.4]heptane-6-yl)methoxy)quinazolin-4-amine